Cl.FC1=CC=C(C=C1)C1C(C1)N 2-(4-fluorophenyl)cyclopropylamine hydrochloride